(S)-3-chloro-1-[2-[2-(1-Hydroxy-1-methyl-ethyl)thiazol-4-yl]-5-methyl-4-pyridyl]-6-methyl-4-[(1R)-1-(3,5-Difluoro-2-pyridyl)ethoxy]pyridin-2-one ClC=1C(N(C(=CC1O[C@H](C)C1=NC=C(C=C1F)F)C)C1=CC(=NC=C1C)C=1N=C(SC1)C(C)(C)O)=O